N-(2,2-difluoroethyl)cyclopropane-1-carboxamide FC(CNC(=O)C1CC1)F